tert-Butyl (S)-3-((4-((3-chloro-2-fluoro-4-(trifluoromethoxy)phenyl)-amino)pyrido[3,2-d]pyrimidin-6-yl)oxy)pyrrolidine-1-carboxylate ClC=1C(=C(C=CC1OC(F)(F)F)NC=1C2=C(N=CN1)C=CC(=N2)O[C@@H]2CN(CC2)C(=O)OC(C)(C)C)F